C1(CC1)COC=1C=C(C=CC1OC)C(CC1=CC=C(C=C1)NC(CS)=O)=O N-(4-(2-(3-(cyclopropylmethoxy)-4-methoxyphenyl)-2-oxoethyl)phenyl)-2-mercaptoacetamide